C(CCCCCCCC)C(CCCCCCCC(=O)OCCN1CCOCC1)C(CCCCCCCC(=O)OCCN1CCOCC1)CCCCCCCCC bis(2-morpholinoethyl) 9,10-dinonyloctadecanedioate